iridium(III) tris[phenyl-methyldihydrobenzimidazole] C1(=CC=CC=C1)C1NC2=C(N1C)C=CC=C2.C2(=CC=CC=C2)C2NC1=C(N2C)C=CC=C1.C1(=CC=CC=C1)C1NC2=C(N1C)C=CC=C2.[Ir+3]